C(C1=CC=CC=C1)N1CC(CCC1)C1=CC=NC=2N1N=C(C2)C2=CN=CN2C 7-(1-Benzylpiperidin-3-yl)-2-(1-methyl-1H-imidazol-5-yl)pyrazolo[1,5-a]pyrimidine